2-(difluoromethoxy)-6-[6-(3-{[(2S)-1-(1H-tetrazol-1-yl)propan-2-yl]oxy}phenyl)imidazo[1,2-b]pyridazin-3-yl]benzonitrile FC(OC1=C(C#N)C(=CC=C1)C1=CN=C2N1N=C(C=C2)C2=CC(=CC=C2)O[C@H](CN2N=NN=C2)C)F